NC[C@@H](C)NC(=O)C=1NC2=C(C(=C(C=C2C1)Cl)F)F (R)-N-(1-Aminopropan-2-yl)-5-chloro-6,7-difluoro-1H-indole-2-carboxamide